4-(1-(3-amino-4-methylbenzoyl)azepan-4-yl)benzonitrile NC=1C=C(C(=O)N2CCC(CCC2)C2=CC=C(C#N)C=C2)C=CC1C